O1CCC(=CC1)C=1C2=C(C(=NC1)OC)N=C(S2)NC(=O)NC2=CC=C(C=C2)NC(CN(C)C)=O N-[4-({[7-(3,6-Dihydro-2H-pyran-4-yl)-4-methoxy-[1,3]thiazolo[4,5-c]pyridin-2-yl]carbamoyl}amino)phenyl]-2-(dimethylamino)acetamid